(R)-8-(5-((2-amino-3-chloropyridin-4-yl)thio)-6-methylpyrazin-2-yl)-8-azaspiro[4.5]decan-1-amine NC1=NC=CC(=C1Cl)SC=1N=CC(=NC1C)N1CCC2(CCC[C@H]2N)CC1